N-(2-chloro-4-fluorobenzyl)-6-{4-[(6-methoxypyridin-3-yl)oxy]piperidin-1-yl}-5-methylpyridazine-3-carboxamide ClC1=C(CNC(=O)C=2N=NC(=C(C2)C)N2CCC(CC2)OC=2C=NC(=CC2)OC)C=CC(=C1)F